CC(=O)C1=C(C=C(C=C1)F)O 4-fluoro-2-hydroxyacetophenone